3-(2-chlorophenyl)-1H-imidazo[4,5-b]pyridin-2(3H)-one ClC1=C(C=CC=C1)N1C(NC=2C1=NC=CC2)=O